O(C=1C(C=C(N(C1)CCCCCCCCCCCCCC)CC)=O)C=1C(C=C(N(C1)CCCCCCCCCCCCCC)CC)=O 5,5'-oxybis(N-tetradecyl-2-ethyl-pyridin-4-one)